bis(ethylmethylamino)butylvinylsilane C(C)N(C)C(CCCC=C[SiH3])N(CC)C